OC=1C=C(C=C(C1O)O)C(=O)O 3,4,5-trihydroxybenzeneFormic acid